NC1=NC(=C(C=C1C1=CC(=C2C(NC(=NC2=C1)C)=O)F)C1=CC(=C(C=C1)N1CCOCC1)CN(C)C)F 7-(2-amino-5-(3-((dimethylamino)methyl)-4-morpholinophenyl)-6-fluoropyridin-3-yl)-5-fluoro-2-methylquinazolin-4(3H)-one